carbaborate C([O-])([O-])[O-]